2-cyano-N-cyclopropyl-5-[1-[2,6-dichloro-4-[1,2,2,2-tetrafluoro-1-(trifluoromethyl)ethyl]phenyl]triazol-4-yl]-N-methyl-thiophene-3-carboxamide C(#N)C=1SC(=CC1C(=O)N(C)C1CC1)C=1N=NN(C1)C1=C(C=C(C=C1Cl)C(C(F)(F)F)(C(F)(F)F)F)Cl